methyl (S)-2-((tert-butoxycarbonyl)amino)-6-hydroxyhexanoate C(C)(C)(C)OC(=O)N[C@H](C(=O)OC)CCCCO